C1(CC1)C=1C=CC=2N(C1)C=C(N2)CN2N=C(N=N2)C(=O)NCC2=C(C(=CC=C2N2N=NN=C2)OC)F 2-((6-cyclopropylimidazo[1,2-a]pyridin-2-yl)methyl)-N-(2-fluoro-3-methoxy-6-(1H-tetrazol-1-yl)benzyl)-2H-tetrazole-5-carboxamide